COC1=CC=C(C=C1)C(=O)N(C2CCCCC2)C3CCCCC3 N,N-dicyclohexyl-4-methoxybenzamide